FC1(CN(CCC1)C=1C2=C(N=C(N1)SC)C(=C(N=C2C)C2=CC(=CC1=CC=C(C(=C21)C#C[Si](C(C)C)(C(C)C)C(C)C)F)OCOC)F)F 4-(3,3-difluoropiperidin-1-yl)-8-fluoro-7-(7-fluoro-3-(methoxymethoxy)-8-[(triisopropylsilyl)ethynyl]naphthalen-1-yl)-5-methyl-2-(methylsulfanyl)pyrido[4,3-d]pyrimidine